5,3,4'-Trihydroxy-7-methoxy-Isoflavone OC1=C2C(C(COC2=CC(=C1)OC)(C1=CC=C(C=C1)O)O)=O